C(C=C)(=O)N1C[C@@H]2COC3=C(C(N2CC1)=O)C(=NC(=C3Cl)C3=C(C=CC=C3O)F)N3CCOC1CC31 (6aR)-8-acryloyl-4-chloro-1-(2-oxa-5-azabicyclo[4.1.0]heptan-5-yl)-3-(2-fluoro-6-hydroxyphenyl)-6,6a,7,8,9,10-hexahydro-12H-pyrazino[2,1-c]pyrido[3,4-f][1,4]oxazepin-12-one